5-chloro-4-(2,4-dimethoxypyrimidin-5-yl)benzoic acid ClC=1C(=CC=C(C(=O)O)C1)C=1C(=NC(=NC1)OC)OC